tert-butyl 4-[3-[6-(2-cyano-3,6-difluoro-phenoxy)-4-oxo-quinazolin-3-yl]-1-methyl-propyl]piperidine-1-carboxylate C(#N)C1=C(OC=2C=C3C(N(C=NC3=CC2)CCC(C)C2CCN(CC2)C(=O)OC(C)(C)C)=O)C(=CC=C1F)F